ClC1=CC(=C(C=N1)NC(=O)C1(CN(C1)C(CNS(=O)(=O)C)=O)C1=C(C=CC=C1)C(C)C)OC N-(6-chloro-4-methoxypyridin-3-yl)-3-(2-isopropylphenyl)-1-((methylsulfonyl)glycyl)azetidine-3-carboxamide